Ethyl 6-chloro-2-(5-methylpyridin-3-yl)imidazo[1,2-b]pyridazine-3-carboxylate ClC=1C=CC=2N(N1)C(=C(N2)C=2C=NC=C(C2)C)C(=O)OCC